NC1=NC=2C(=CC=CC2C=2N1N=C(N2)[C@H]2C[C@H](C2)C2=CC=C(C=N2)C(C)(C)O)OC 2-{6-[cis-3-(5-amino-7-methoxy[1,2,4]triazolo[1,5-c]quinazolin-2-yl)cyclobutyl]pyridin-3-yl}propan-2-ol